2-HYDROXY-6-(TRIFLUOROMETHYL)PHENYLBORONIC ACID OC1=C(C(=CC=C1)C(F)(F)F)B(O)O